C(CCCCC)(=O)OCCC(CCCCCCCCCC)CCCCCCCC 3-Octyltridecyl Hexanoate